C(C)(C)(C)C1=C(C=CC(=C1)C(C)(C)C)OP(OC1=C(C=C(C=C1)C(C)(C)C)C(C)(C)C)OC1=C(C=C(C=C1)C(C)(C)C)C(C)(C)C tris(2,4-di-tert-butyl-phenyl)phosphite